CC(CN[C@@H](CC(=O)OCCCC)C(=O)OCCCC)CCCN[C@@H](CC(=O)OCCCC)C(=O)OCCCC tetrabutyl N,N'-(2-methylpentane-1,5-diyl)bisaspartate